titanium tricarbon [C].[C].[C].[Ti]